C(C)(C)(C)OC(=O)N1CCC(CC1)CC1=CC(=C(C=C1)C(F)(F)F)C1=CC=CC=C1.N1C=NC=C1CCNC(C=C)=O N-[2-(5-imidazolyl)ethyl]acrylamide tert-Butyl-4-[[3-phenyl-4-(trifluoromethyl)phenyl]methyl]piperidine-1-carboxylate